FC([C@@H]1[C@@H](OCC1)C=1NC=C(N1)CC1=CC=NC=C1)(F)F (cis)-4-((2-(3-(trifluoromethyl)tetrahydrofuran-2-yl)-1H-imidazol-4-yl)methyl)pyridine